(2S)-2-[[(3R)-5-chloro-8-hydroxy-3-methyl-1-oxo-3,4-dihydroisochromene-7-carbonyl]amino]-3-hydroxypropionic acid ClC1=C2C[C@H](OC(C2=C(C(=C1)C(=O)N[C@H](C(=O)O)CO)O)=O)C